N1(CCC1)C=1C=C(C=CC1)N1C(=C2C(N(N=CC2=C1C)C1=NC=C(C=C1)Cl)=O)C 6-(3-(Azetidin-1-yl)phenyl)-2-(5-chloropyridin-2-yl)-5,7-dimethyl-2,6-dihydro-1H-pyrrolo[3,4-d]pyridazin-1-one